C12(CC3CC(CC(C1)C3)C2)N(CCO)C 2-(((3S,5S,7S)-adamantan-1-yl)(methyl)amino)ethane-1-ol